Cl.NC(C(=O)OC)(CC1=CC=CC=C1)C methyl 2-amino-2-methyl-3-phenylpropanoate hydrochloride